OC1=CC=NC2=CC=C(C=C12)O 4,6-dihydroxyquinoline